ClCC(CSCCO)O 1-chloro-3-(2-hydroxyethylthio)-2-propanol